2-(2,2-bis(4-fluorophenyl)vinyl)succinic acid FC1=CC=C(C=C1)C(=CC(C(=O)O)CC(=O)O)C1=CC=C(C=C1)F